C(C)(C)(C)C1=C(C=CC(=C1O)C(C)(C)C)C 2,6-di-tert-butyl-m-cresol